N-(3'-bromo-2'-chloro-2-methyl-[1,1'-biphenyl]-3-yl)-1,3-dimethyl-2,4-dioxo-1,2,3,4-tetrahydropyrimidine-5-carboxamide BrC=1C(=C(C=CC1)C1=C(C(=CC=C1)NC(=O)C=1C(N(C(N(C1)C)=O)C)=O)C)Cl